4-(2-amino-1-hydroxybutyl)-1,2-benzenediol NC(C(O)C=1C=C(C(=CC1)O)O)CC